6-bromo-1-((ethylsulfinyl)methyl)-1H-pyrazolo[4,3-b]pyridine BrC=1C=C2C(=NC1)C=NN2CS(=O)CC